FC1=CC(=C(C=C1)S(=O)(=O)N1[C@@H](CCC1)C(=O)OC)O methyl ((4-fluoro-2-hydroxyphenyl)sulfonyl)-L-prolinate